N-(5-cyclopentyl-1H-pyrazol-3-yl)-4-(1H-imidazol-2-yl)pyridin-2-amine C1(CCCC1)C1=CC(=NN1)NC1=NC=CC(=C1)C=1NC=CN1